CC(C(CC(C(F)(F)F)=O)=O)(C)C 5,5-dimethyl-1,1,1-trifluoro-2,4-hexanedione